4-(methylhydroxyphosphoryl)-2-carbonyl-butanoic acid CP(=O)(O)CCC(C(=O)O)=C=O